(R)-4-(1-(4-cyclopropyl-2-fluorophenyl)-3-(3-(methylamino)piperidine-1-carbonyl)-1H-pyrazole-5-yl)-2-fluorobenzonitrile C1(CC1)C1=CC(=C(C=C1)N1N=C(C=C1C1=CC(=C(C#N)C=C1)F)C(=O)N1C[C@@H](CCC1)NC)F